(S)-N-Cbz-3-aminobutanol C(=O)(OCC1=CC=CC=C1)N[C@H](CCO)C